CSCCON=C methanone O-(2-methylthioethyl) oxime